FC(=CC=1C=C(C(=NC1OC)N(C(C1=CC=C(C=C1)OC)=O)C(C1=CC=C(C=C1)OC)=O)F)F [5-(2,2-difluorovinyl)-3-fluoro-6-methoxy-2-pyridinyl]-bis(p-anisoyl)amine